(R)-3-phenyl-1-(p-tert-butylphenyl)propan-1-ol C1(=CC=CC=C1)CC[C@@H](O)C1=CC=C(C=C1)C(C)(C)C